(1-but-3-ynyl-4-piperidinyl)carbamic acid tert-butyl ester C(C)(C)(C)OC(NC1CCN(CC1)CCC#C)=O